2-(2-(cyclohepta-1-en-1-yl)-5-ethyl-7-oxo-6-(piperazin-1-yl)-[1,2,4]triazolo[1,5-a]pyrimidin-4(7H)-yl)-N-(2-methoxy-4-(trifluoromethyl)phenyl)acetamide C1(=CCCCCC1)C1=NN2C(N(C(=C(C2=O)N2CCNCC2)CC)CC(=O)NC2=C(C=C(C=C2)C(F)(F)F)OC)=N1